C(C(CCCCC#N)C#N)C#N Hexantricarbonitrile